N-(2-METHOXYETHYL)-2-[METHYL(2-OXOETHYL)AMINO]ACETAMIDE COCCNC(CN(CC=O)C)=O